NC(C(C)C)C 3-amino-2-methylbutane